ClC1=CC=C(C=C1)CN1CC(CC1=O)C(=O)NCC=1C=NC=CC1 1-[(4-chlorophenyl)methyl]-5-oxo-N-(pyridin-3-ylmethyl)pyrrolidine-3-carboxamide